(2,5-dimethoxy-1,2-dihydropyridin-4-yl)boronic acid COC1NC=C(C(=C1)B(O)O)OC